C[Si](N=[N+]=[N-])(C)C trimethyl-azidosilane